BrC1=CC=C2NC=C(C[C@H](N)C(=O)O)C2=C1 L-5-Bromotryptophan